Pyridinyl-Acetamide N1=C(C=CC=C1)CC(=O)N